C(C1=CC=CC=C1)N1C=C(C2=C(C=CC=C12)CNCCO)C 2-(((1-benzyl-3-methyl-1H-indol-4-yl)methyl)amino)ethan-1-ol